γ-(2-aminoethyl)aminopropyltrichlorosilane NCCNCCC[Si](Cl)(Cl)Cl